ClC=C(C)Cl 1,2-dichloropropene